5-acetamido-N1,N3-bis(2,3-dihydroxypropyl)-2,4,6-triiodo-isophthalamide C(C)(=O)NC=1C(=C(C(=C(C(=O)NCC(CO)O)C1I)I)C(=O)NCC(CO)O)I